2-(3-{[(1r,3r,5s)-8-azabicyclo[3.2.1]oct-3-yl]amino}-1,2,4-triazin-6-yl)-5-(1H-pyrazol-4-yl)phenol [C@H]12CC(C[C@H](CC1)N2)NC=2N=NC(=CN2)C2=C(C=C(C=C2)C=2C=NNC2)O